4-[1-(5-fluoropyrimidin-2-yl)piperidine-4-carbonyl]-3,5-dihydro-2H-1,4-benzoxazepine-9-carbonitrile FC=1C=NC(=NC1)N1CCC(CC1)C(=O)N1CCOC2=C(C1)C=CC=C2C#N